FC=1C(=NC=CC1)CNC(=O)C=1N=C(OC1)CCNCCC1=NC2=C(N1C1=CC=CC=C1)C=C1C(=C2)OCCO1 N-((3-fluoropyridin-2-yl)methyl)-2-(2-((2-(1-phenyl-6,7-dihydro-1H-[1,4]dioxino[2',3':4,5]benzo[1,2-d]imidazol-2-yl)ethyl)amino)ethyl)oxazole-4-carboxamide